[2-cyclopropyl-4-[(2S,6R)-6-methylmorpholin-2-yl]pyrazol-3-yl]methanol C1(CC1)N1N=CC(=C1CO)[C@H]1CNC[C@H](O1)C